FC(C=1C=NC2=CC=C(C=C2N1)C(C)=O)F (3-(difluoromethyl)quinoxalin-6-yl)ethan-1-one